OCCOCCOCCOCCOCC#CC1=CC=CC=2N(C(N(C21)C)=O)C2C(NC(CC2)=O)=O 3-[4-[3-[2-[2-[2-(2-Hydroxyethoxy)ethoxy]ethoxy]ethoxy]prop-1-ynyl]-3-methyl-2-oxo-benzimidazol-1-yl]piperidine-2,6-dione